2-amino-4-fluoro-3-hydroxypyridine NC1=NC=CC(=C1O)F